(1R,2S,3R,5R)-3-[4-Amino-5-(4-benzyl-1,3-thiazol-2-yl)-2-chloropyrrolo[2,3-d]pyrimidin-7-yl]-5-[(3S)-1-methylpiperidin-3-yl]cyclopentane-1,2-diol NC=1C2=C(N=C(N1)Cl)N(C=C2C=2SC=C(N2)CC2=CC=CC=C2)[C@H]2[C@@H]([C@@H]([C@H](C2)[C@H]2CN(CCC2)C)O)O